2-[4-[(2R)-4,4-difluoro-1-[3-(trifluoromethyl)-[1,2,4]triazolo[4,3-b]pyridazin-6-yl]pyrrolidin-2-carbonyl]piperazin-1-yl]oxazole-5-carboxamide FC1(C[C@@H](N(C1)C=1C=CC=2N(N1)C(=NN2)C(F)(F)F)C(=O)N2CCN(CC2)C=2OC(=CN2)C(=O)N)F